bis(2,4-di-(t-butyl)phenyl)pentaerythritol diphosphite OP(O)OP(O)O.C(C)(C)(C)C1=C(C=CC(=C1)C(C)(C)C)C(O)(C(CO)(CO)CO)C1=C(C=C(C=C1)C(C)(C)C)C(C)(C)C